ClC=1C=C(C=CC1F)[C@@H]1CN2[C@H](CO1)CN(CC2)C(=O)C2=C(C#N)C(=CC=C2)C 2-[(3R,9aS)-3-(3-chloro-4-fluoro-phenyl)-3,4,6,7,9,9a-hexahydro-1H-pyrazino[2,1-c][1,4]oxazine-8-carbonyl]-6-methyl-benzonitrile